(3S)-Cyclopentyl-3-[4-[7-(2-trimethylsilanylethoxymethyl)-7H-pyrrolo[2,3-d]pyrimidin-4-yl]pyrazol-1-yl]propionitrile C1(CCCC1)C(C#N)CN1N=CC(=C1)C=1C2=C(N=CN1)N(C=C2)COCC[Si](C)(C)C